ClC1=C(C=CC=C1)CC1(CN(C1)C=1C=2N(C=CC1)N=C(N2)NC=2C=NN(C2)CC(=O)N2CCN(CC2)C)CC#N 2-[3-[(2-Chlorophenyl)methyl]-1-[2-[[1-[2-(4-methylpiperazin-1-yl)-2-oxoethyl]pyrazol-4-yl]amino]-[1,2,4]triazolo[1,5-a]pyridin-8-yl]azetidin-3-yl]acetonitril